CC1=C(OC2=C1C=C(C=C2C(=O)OC)C)CNC(=O)C=2C=NN1C2N=CC=C1 Methyl 3,5-dimethyl-2-((pyrazolo[1,5-a]pyrimidine-3-carboxamido)methyl)benzofuran-7-carboxylate